titanium (IV) tetran-propoxide [O-]CCC.[O-]CCC.[O-]CCC.[O-]CCC.[Ti+4]